FC1=C(C=C(C(=C1O)O)OC)C1=NC2=C(N1C1(COC1)C)C=C(C=C2)C(=O)NC2=CC=CC=C2 2-(2-fluoro-3,4-dihydroxy-5-methoxyphenyl)-1-(3-methyloxetan-3-yl)-N-phenyl-1H-benzo[d]imidazole-6-carboxamide